C1(CC1)C1=CC(=NN1C1=C(C=C(C(=O)NCC=2C=C3C=CC=NC3=CC2)C=C1)F)C(F)(F)F 4-[5-cyclopropyl-3-(trifluoromethyl)-1H-pyrazol-1-yl]-3-fluoro-N-(quinolin-6-ylmethyl)benzamide